N-(3,4-difluorophenyl)-N-(4-{2-[2-(trifluoromethyl)phenyl]acetamido}pyridin-2-yl)acetamide FC=1C=C(C=CC1F)N(C(C)=O)C1=NC=CC(=C1)NC(CC1=C(C=CC=C1)C(F)(F)F)=O